FC1=C(C(C(C1(F)F)(F)F)(F)F)C1=C(SC(=C1)C1=CC=CC=C1)C1=CC=CC=C1 3-(perfluorocyclopent-1-en-1-yl)-2,5-diphenylthiophene